1-benzyl 2-methyl (5R)-3-hydroxy-5-methylpyrrolidine-1,2-dicarboxylate OC1C(N([C@@H](C1)C)C(=O)OCC1=CC=CC=C1)C(=O)OC